N,N-Dimethyl-9-decenamid CN(C(CCCCCCCC=C)=O)C